ClC=1C(=NC(=NC1)N1CCN(CC1)C(C)(C)C1CCN(CC1)C(=O)OC(C)(C)C)NC=1C=C2C=C(C(N(C2=CC1)C)=O)OCC(=O)NC tert-butyl 4-(2-(4-(5-chloro-4-((1-methyl-3-(2-(methylamino)-2-oxoethoxy)-2-oxo-1,2-dihydroquinolin-6-yl)amino)pyrimidin-2-yl)piperazin-1-yl)propan-2-yl)piperidine-1-carboxylate